ClC1=CC=C(C=C1)[Mg].[Br] Bromine (4-chlorophenyl)magnesium